9,10-bis(diethylphosphomethyl)anthracene titanium(4+) [Ti+4].C(C)C(C=1C2=CC=CC=C2C(=C2C=CC=CC12)C(P(=O)=O)(CC)CC)(P(=O)=O)CC